1-(2-hydroxyethyl)-1H-tetrazole-5(2H)-thione OCCN1NN=NC1=S